1-(4-chlorobenzyl)-3-(4-((4-methyl-2-oxopiperazin-1-yl)methyl)phenyl)urea ClC1=CC=C(CNC(=O)NC2=CC=C(C=C2)CN2C(CN(CC2)C)=O)C=C1